4-[(2,2-difluoro-3-methoxy-propyl)-[4-(5,6,7,8-tetrahydro-1,8-naphthyridin-2-yl)butyl]amino]-2-[[2-hydroxy-2-phenyl-acetyl]amino]butanoic acid FC(CN(CCC(C(=O)O)NC(C(C1=CC=CC=C1)O)=O)CCCCC1=NC=2NCCCC2C=C1)(COC)F